CC1=NN=C2N1C1=C(C(=C(C=C1NC2(C)C)C(F)(F)F)C2=C1C=CN(C1=CC=C2)S(=O)(=O)C)C 1,4,4,9-Tetramethyl-8-(1-methylsulfonyl-1H-indol-4-yl)-7-(trifluoromethyl)-5H-[1,2,4]triazolo[4,3-a]quinoxaline